O1C2=C(OCC1)C=C(C=C2)C=2C(=CC1=C(NC(=N1)NC=1C=C(C(=O)NO)C=CC1)C2)C(F)(F)F 3-((6-(2,3-dihydrobenzo[b][1,4]dioxin-6-yl)-5-(trifluoromethyl)-1H-benzo[d]imidazol-2-yl)amino)-N-hydroxybenzamide